ClC1=CC=C(C2=C1C=CO2)CCOC=2C(=NC=CC2)C=2CC=NCC2 (2-(4-chlorobenzofuran-7-yl)ethoxy)-3',6'-dihydro-[2,4'-bipyridine]